Cl.Cl.C(C)C1CN(CCN1)C1=CC=C(N=N1)C1=NC=C(C=C1O)C=1C=NNC1 2-[6-(3-ethylpiperazin-1-yl)pyridazin-3-yl]-5-(1H-pyrazol-4-yl)pyridin-3-ol dihydrochloride